2-(2-chloroethoxy)acetic acid tert-butyl ester C(C)(C)(C)OC(COCCCl)=O